dicyclohexyl-4,4'-thiodicyclohexanoate C1(CCCCC1)OC(=O)C1CCC(CC1)SC1CCC(CC1)C(=O)OC1CCCCC1